(S)-6-chloro-5-((2-oxotetrahydrofuran-3-yl)amino)-2-(4-(trifluoromethyl)phenyl)-1H-benzo[d]imidazole-4,7-dione ClC1=C(C(C2=C(NC(=N2)C2=CC=C(C=C2)C(F)(F)F)C1=O)=O)N[C@@H]1C(OCC1)=O